[I-].C(#N)C1=[N+](C=CC=C1)CC1=C(C=C(C=C1C)C)C 2-cyano-1-(2,4,6-trimethylbenzyl)pyridinium iodide